C(C)N1C(=NC2=C1C=C(C=C2)C(=O)NC[C@@H](C)O)C(C(F)(F)F)(C2=CC=CC=C2)O 1-Ethyl-N-((R)-2-hydroxypropyl)-2-(2,2,2-trifluoro-1-hydroxy-1-phenylethyl)-1H-benzo[d]imidazole-6-carboxamide